FC1=C(C=C(C=C1)NS(=O)(=O)C1=CC=C(C=C1)NC(NCC=1C=NC=CC1)=O)OC 3-{4-[(4-fluoro-3-methoxyphenyl)sulfamoyl]phenyl}-1-(pyridin-3-ylmethyl)urea